5-methoxycarbonylmethyl-2'-O-ethyl-uridine COC(=O)CC=1C(NC(N([C@H]2[C@H](OCC)[C@H](O)[C@@H](CO)O2)C1)=O)=O